N-(6-(4-cyanophenyl)thiazolo[4,5-b]pyrazin-2-yl)-3-fluoro-5-(2-methoxyphenyl)pyridine-4-formamide C(#N)C1=CC=C(C=C1)C=1N=C2C(=NC1)N=C(S2)NC(=O)C2=C(C=NC=C2C2=C(C=CC=C2)OC)F